N-(5-chloro-6-(2H-1,2,3-triazol-2-yl)pyridin-3-yl)-5-cyclopropyl-2-methylbenzamide ClC=1C=C(C=NC1N1N=CC=N1)NC(C1=C(C=CC(=C1)C1CC1)C)=O